C1(CC1)CCN(C12CC(C1)(C2)C(=O)N)C2=C1CN(C(C1=CC=C2)=O)C2C(NC(CC2)=O)=O 3-((2-cyclopropylethyl)(2-(2,6-dioxopiperidin-3-yl)-1-oxoisoindolin-4-yl)amino)bicyclo[1.1.1]pentane-1-carboxamide